O=C1CN(C2COCCN21)C(=O)OCC2=CC=CC=C2 Benzyl 3-oxohexahydro-1H-imidazo[2,1-c][1,4]oxazine-1-carboxylate